5-(2,4-dihydroxy-5-isopropylphenyl)-N-ethyl-4-(4-((N-morpholinyl)methyl)phenyl)isoxazole-3-carboxamide OC1=C(C=C(C(=C1)O)C(C)C)C1=C(C(=NO1)C(=O)NCC)C1=CC=C(C=C1)CN1CCOCC1